C1(CCCC2=CC=CC=C12)B1OC(C)(C)C(C)(C)O1 (1,2,3,4-Tetrahydronaphthyl)boronic acid pinacol ester